tert-butyl N-[3-methyl-5-[[2-[(2S,5R)-5-methyl-2-(1-oxoisoindolin-5-yl)-1-piperidyl]-2-oxo-acetyl]amino]-2-pyridyl]carbamate CC=1C(=NC=C(C1)NC(C(=O)N1[C@@H](CC[C@H](C1)C)C=1C=C2CNC(C2=CC1)=O)=O)NC(OC(C)(C)C)=O